C(CCCCC)C(C(=O)OCCCCCCOCC(C(COCCCCCCOC(C(CCCCCCCC)CCCCCC)=O)OC(NCCCC1CN(C1)C)=S)OC(NCCCC1CN(C1)C)=S)CCCCCCCC ((2,3-bis(((3-(1-methylazetidin-3-yl)propyl)carbamothioyl)oxy)butane-1,4-diyl)-bis(oxy))bis(hexane-6,1-diyl) bis(2-hexyldecanoate)